N-[(5R,6S)-5-[(3'-fluoro[1,1'-biphenyl]-3-yl)methyl]-4-oxo-3-(propan-2-yl)-3,4,5,6,7,8-hexahydroquinazolin-6-yl]cyclopropanesulfonamide FC=1C=C(C=CC1)C1=CC(=CC=C1)C[C@@H]1C=2C(N(C=NC2CC[C@@H]1NS(=O)(=O)C1CC1)C(C)C)=O